ClC1=NC(=C(C(=O)O)C=C1)NC=1N=CN(C1)CC 6-chloro-2-((1-ethyl-1H-imidazol-4-yl)amino)nicotinic acid